CN1C2=C(OC[C@@H](C1=O)NC(C1=NC=CC(=C1)OC1=CC=CC=C1)=O)C=CC(=C2)C#CCN2CCOCC2 (S)-N-(5-methyl-7-(3-morpholinoprop-1-yn-1-yl)-4-oxo-2,3,4,5-tetrahydrobenzo[b][1,4]oxazepin-3-yl)-4-phenoxypicolinamide